3-(5-(methyl((1S,2R)-2-(piperidin-1-yl)cyclopentyl)amino)-1-oxoisoindolin-2-yl)piperidine-2,6-dione CN(C=1C=C2CN(C(C2=CC1)=O)C1C(NC(CC1)=O)=O)[C@@H]1[C@@H](CCC1)N1CCCCC1